FC1(CN(C1)C(=O)C1=NC=C(C=C1)C1=CC=CC=2N1N=CC2C(=O)N2CCCCC2)F (3,3-difluoroazetidin-1-yl)-[5-[3-(piperidine-1-carbonyl)pyrazolo[1,5-a]pyridin-7-yl]-2-pyridyl]methanone